3-{3-[3-ethyl-4-(1H-pyrrolo[2,3-b]pyridin-4-yloxy)phenyl]-2,4-dioxo-1-imidazolidinyl}benzonitrile C(C)C=1C=C(C=CC1OC1=C2C(=NC=C1)NC=C2)N2C(N(CC2=O)C=2C=C(C#N)C=CC2)=O